C1(CCC1)N[C@@H](CNC(OC(C)(C)C)=O)C tert-butyl (R)-(2-(cyclobutylamino)propyl)carbamate